ClC1=C(C(=CC=C1)Cl)N1N=C(C(=N1)C(=O)N)NC1=CC=C(C=C1)C(NCCOC)=O 2-(2,6-dichlorophenyl)-5-((4-((2-methoxyethyl)carbamoyl)phenyl)amino)-2H-1,2,3-triazole-4-carboxamide